N-(4-bromopyridin-2-yl)-3-[3-ethoxy-3-(hydroxymethyl)azetidin-1-yl]propanamide BrC1=CC(=NC=C1)NC(CCN1CC(C1)(CO)OCC)=O